1-[8-(2-chlorophenyl)-9-(4-chlorophenyl)-2-[[(2R)-2-hydroxypropyl]-methyl-amino]purin-6-yl]-4-methyl-piperidine-4-carboxamide ClC1=C(C=CC=C1)C=1N(C2=NC(=NC(=C2N1)N1CCC(CC1)(C(=O)N)C)N(C)C[C@@H](C)O)C1=CC=C(C=C1)Cl